N1=C(C=CC=C1)C=1C=NC=C(C1)C#CC=1C=C(C(=O)N[C@@H]2[C@H](CCCC2)O)C=CC1C 3-[([2,3'-bipyridin]-5'-yl)ethynyl]-N-[(1S,2S)-2-hydroxycyclohexyl]-4-methylbenzamide